ClN1C(=C(C2=CC(=CC(=C12)F)OC)C=1C=NNC1)C1=NC(=NN1)C(F)(F)F chloro-7-fluoro-5-methoxy-3-(1H-pyrazol-4-yl)-2-(3-(trifluoromethyl)-1H-1,2,4-triazol-5-yl)-1H-indole